4-chloro-6-methyl-N-(6-(pyridin-4-yl)thiazolo[4,5-b]pyrazin-2-yl)nicotinamide ClC1=CC(=NC=C1C(=O)NC=1SC=2C(=NC=C(N2)C2=CC=NC=C2)N1)C